BrC=1C(C(=C(C(C1OC)=O)Br)OC)=O 2,5-dibromo-3,6-dimethoxy-1,4-benzoquinone